OC1CC(C1)(C#N)C1=CC=C(C=C1)OC(F)(F)F Z-3-hydroxy-1-[4-(trifluoromethoxy)phenyl]-cyclobutanecarbonitrile